4-(4-(4-methyl-1-(oxetan-3-yl)-1H-pyrazol-5-yl)piperidin-1-yl)-6-(3-(piperazin-1-yl)cyclobutyl)-2-(trifluoromethyl)pyrimidine trifluoroacetate salt FC(C(=O)O)(F)F.CC=1C=NN(C1C1CCN(CC1)C1=NC(=NC(=C1)C1CC(C1)N1CCNCC1)C(F)(F)F)C1COC1